2-(1-hydroxycyclopropane-1-carbonyl)-6-(3-isopropyl-1H-pyrrolo[2,3-b]pyridin-5-yl)-1,2,3,4-tetrahydroisoquinolin-8-yl-morpholin-4-carboxylic acid tert-butyl ester C(C)(C)(C)OC(=O)N1C(COCC1)C=1C=C(C=C2CCN(CC12)C(=O)C1(CC1)O)C=1C=C2C(=NC1)NC=C2C(C)C